2,3-Dihydroxy-2-methylbutyrate OC(C(=O)[O-])(C(C)O)C